FC(CCCC=C)(C)C 6-fluoro-6-methyl-1-heptene